(S)-(-)-3-aminopyrrolidine C1CNC[C@H]1N